(1R,3S)-3-(3-{[(5-meth-ylpyridin-2-yl)acetyl]-amino}-1H-pyrazol-5-yl)-cyclopentyl (1-methyl-cyclopropyl)carbamate CC1(CC1)NC(O[C@H]1C[C@H](CC1)C1=CC(=NN1)NC(CC1=NC=C(C=C1)C)=O)=O